6-{[(1S)-1-phenyl-ethyl]amino}-3-(propan-2-yl)-1,2,3,4-tetrahydropyrimidine-2,4-dione C1(=CC=CC=C1)[C@H](C)NC1=CC(N(C(N1)=O)C(C)C)=O